C(C)(C)C=1C(=CC(=NC1)C)OC=1C(=NC(=NC1)N)N 5-((5-isopropyl-2-methylpyridin-4-yl)oxy)pyrimidine-2,4-diamine